OCCS(=O)(=O)NC1=CC(=C(C(=O)NC2=NC(=CC=C2)OCCC(F)(F)F)C=C1)N1CCC2(CC2)CC1 4-((2-Hydroxyethyl)sulfonamido)-2-(6-azaspiro[2.5]octan-6-yl)-N-(6-(3,3,3-trifluoropropoxy)pyridin-2-yl)benzamide